NC1=NC(N(C=C1)[C@H]1C[C@@H]([C@@](O1)(CCl)COP(=O)(OC1=CC=CC=C1)N[C@@H](C)C(=O)OC)O)=O Methyl ((((2R,3S,5R)-5-(4-amino-2-oxopyrimidin-1(2H)-yl)-2-(chloromethyl)-3-hydroxytetrahydrofuran-2-yl)methoxy) (phenoxy)phosphoryl)-L-alaninate